C(C)N(C(CCCCCCCCC)CCCCCCCCC\C=C/C\C=C/CCCCC)C (20Z,23Z)-N-ethyl-N-methylnonacosan-20,23-dien-10-amine